N-(6-(2-oxo-2,3-dihydro-1H-pyrrolo[2,3-b]pyridin-5-yl)benzo[d]thiazol-2-yl)cyclopropanecarboxamide O=C1CC=2C(=NC=C(C2)C2=CC3=C(N=C(S3)NC(=O)C3CC3)C=C2)N1